(2S,3S,4R,5R)-5-(6-((3-bromobenzyl)amino)-2-(5-chloropyridin-3-yl)-9H-purin-9-yl)-3,4-Dihydroxy-N-(methyl-d3)tetrahydrofuran-2-carboxamide BrC=1C=C(CNC2=C3N=CN(C3=NC(=N2)C=2C=NC=C(C2)Cl)[C@H]2[C@@H]([C@@H]([C@H](O2)C(=O)NC([2H])([2H])[2H])O)O)C=CC1